3-(4-methylthiazol-5-yl)-2-phenyl-6-(3-phenylpropoxy)-1H-inden-1-one CC=1N=CSC1C1=C(C(C2=CC(=CC=C12)OCCCC1=CC=CC=C1)=O)C1=CC=CC=C1